(R)-N-(5,6-difluoro-8-methylisoquinolin-1-yl)-4-(1-methyl-1H-1,2,3-triazol-4-yl)-N-(piperidin-3-yl)benzamide FC1=C2C=CN=C(C2=C(C=C1F)C)N(C(C1=CC=C(C=C1)C=1N=NN(C1)C)=O)[C@H]1CNCCC1